ClCCOC1CCC(CC1)SCC1=NC2=CC(=CC(=C2C(N1)=O)F)OCC1CC1 2-((((1r,4r)-4-(2-chloroethoxy)cyclohexyl)thio)methyl)-7-(cyclopropylmethoxy)-5-fluoroquinazolin-4(3H)-one